2-(2'-hydroxyphenyl)benzoxazolate OC1=C(C=CC=C1)C1(OC2=C(N1)C=CC=C2)C(=O)[O-]